C1(CCCCC1)CN[C@@H]1C=C([C@@H]([C@@H]([C@H]1O)O)O)CF (1S,2S,3S,6R)-6-((cyclohexylmethyl)amino)-4-(fluoromethyl)cyclohex-4-ene-1,2,3-triol